N-((S)-2-((3S,5R,6R)-3-((((9H-fluoren-9-yl)methoxy)carbonyl)(methyl)amino)-5,6-dimethyl-2-oxoazepan-1-yl)-3-(4-(trifluoromethyl)phenyl)propanoyl)-N-methylglycine C1=CC=CC=2C3=CC=CC=C3C(C12)COC(=O)N([C@@H]1C(N(C[C@@H]([C@@H](C1)C)C)[C@H](C(=O)N(CC(=O)O)C)CC1=CC=C(C=C1)C(F)(F)F)=O)C